3-((3-(hydroxymethyl) benzyl) oxy)-4-methoxybenzyl acetate C(C)(=O)OCC1=CC(=C(C=C1)OC)OCC1=CC(=CC=C1)CO